bis(3,4-epoxycyclohexyl) methyladipate CC(C(=O)OC1CC2C(CC1)O2)CCCC(=O)OC2CC1C(CC2)O1